2-{1-(4-bromo-phenyl)-naphthalen-4-yl}benzothiophene BrC1=CC=C(C=C1)C1=CC=C(C2=CC=CC=C12)C=1SC2=C(C1)C=CC=C2